2,4,6-tribromophenolate sodium [Na+].BrC1=C(C(=CC(=C1)Br)Br)[O-]